NC1=NC=CC=C1C1=NC2=C(N1C=1C=CC(=NC1)NC(=O)C1=CC=C(C(=O)O)C=C1)C=C(C=C2)C(C)(C)C 4-((5-(2-(2-aminopyridin-3-yl)-6-(tert-butyl)-1H-benzo[d]imidazol-1-yl)pyridin-2-yl)carbamoyl)benzoic acid